NC1=C(C(=O)NC)C=C(N=C1Cl)Cl 3-amino-2,6-dichloro-N-methylisonicotinamide